CC(C#C)(C=CC=C(CCC=C(C)C)C)O 3,7,11-trimethyldodec-4,6,10-trien-1-yn-3-ol